FC(C(=O)O)(F)F.NCC(CC=1N(C(NN1)=O)C1=NC=C(C=C1C)C=1C=NN(C1)C(F)F)=C(F)F [2-(aminomethyl)-3,3-difluoro-allyl]-4-[5-[1-(difluoromethyl)pyrazol-4-yl]-3-methyl-2-pyridinyl]-1,2,4-triazol-3-one trifluoroacetate salt